C(CCCCCC(=O)OC1=CC=C(C=C1)C1=CC(SS1)=S)(=O)OCC(=C)[C@H]1C[C@H]([C@@](CC1)(C=C)C)C(=C)C (2-((1R,3S,4S)-4-methyl-3-(prop-1-en-2-yl)-4-vinylcyclohexyl) allyl) 7-(4-(3-thioxo-3H-1,2-dithiol-5-yl) phenyl) pimelate